N-(3-Amino-2,2-dimethylpropyl)-2-((R,R)-dispiro[adamantane-2,3'-[1,2,4]trioxolane-5',1''-cyclohexan]-3''-yl)acetamide NCC(CNC(C[C@H]1C[C@]2(CCC1)OC1(OO2)C2CC3CC(CC1C3)C2)=O)(C)C